5-chloro-2-(N-((1S,2R)-2-(3-cyclopropyl-6-fluoro-2-methylphenyl)-1-(5-oxo-4,5-dihydro-1,3,4-oxadiazol-2-yl)propyl)sulfamoyl)benzamide ClC=1C=CC(=C(C(=O)N)C1)S(N[C@@H]([C@H](C)C1=C(C(=CC=C1F)C1CC1)C)C=1OC(NN1)=O)(=O)=O